OCCOC1=C(C=C(C=C1Br)S(=O)(=O)C1=CC(=C(C(=C1)Br)OCCO)Br)Br bis(4-(2-hydroxyethoxy)-3,5-dibromophenyl) sulfone